C(C)(C)(C)C1=CC(=NN1C)COC1=NC=CC(=C1)C1=NOC(=N1)C(F)(F)F 2-[(5-tert-butyl-1-methyl-1H-pyrazol-3-yl)methoxy]-4-[5-(trifluoromethyl)-1,2,4-oxadiazol-3-yl]pyridine